[N-](S(=O)(=O)C(F)(F)F)S(=O)(=O)C(F)(F)F.C(CCCCC)[P+](C[Si](C)(C)Cl)(CCCCCC)CCCCCC trihexyl-{(chlorodimethylsilyl)methyl}phosphonium bis(trifluoromethanesulfonyl)imide